(S)-N-(1-cyclohexylethyl)-6-(3-fluorobenzyloxy)nicotinamide C1(CCCCC1)[C@H](C)NC(C1=CN=C(C=C1)OCC1=CC(=CC=C1)F)=O